(5,6-difluoro-2,4-bis(methylsulfanyl)-9H-pyrimido[4,5-b]indol-8-yl)(methyl)carbamic acid tert-butyl ester C(C)(C)(C)OC(N(C)C=1C=C(C(=C2C3=C(NC12)N=C(N=C3SC)SC)F)F)=O